methylbenzoin tosylate S(=O)(=O)(O)C1=CC=C(C)C=C1.CC1=C(C=CC=C1)C(=O)C(O)C1=CC=CC=C1